OC1=CC=C(C=C1)C(=C(CC)C1=CC=C(C=C1)O)C1=CC=C(OCCN(C)CC=2C=C3CN(C(C3=CC2F)=O)C2C(NC(CC2)=O)=O)C=C1 3-(5-(((2-(4-(1,2-bis(4-hydroxyphenyl)but-1-en-1-yl)phenoxy)ethyl)(methyl)amino)methyl)-6-fluoro-1-oxoisoindolin-2-yl)piperidine-2,6-dione